ClC1=NNC(C(=C1)C(COC)N1N=CC=C1)=O 1-[1-(3-chloro-6-oxo-1H-pyridazin-5-yl)-2-methoxy-ethyl]pyrazol